N-(2-chlorobenzyl)propynylamine ClC1=C(CNC#CC)C=CC=C1